chloro-8-((1S,2S)-2-(5-(trifluoromethyl)pyrimidin-2-yl)cyclopropyl)imidazo[1,2-b]pyridazine ClC=1N=C2N(N=CC=C2[C@@H]2[C@H](C2)C2=NC=C(C=N2)C(F)(F)F)C1